(3-fluorocyclobutyl)-2-oxopropanoic acid FC1CC(C1)CC(C(=O)O)=O